NC1=NN2C(C=CC=C2OC=2C=C(C=CC2)NC(C=C)=O)=N1 N-(3-(2-amino-[1,2,4]triazolo[1,5-a]pyridin-5-yloxy)phenyl)acrylamide